N1(CCCCC1)CCCCCCCNC=1C=C(C=CC1)NC1C(NC(CC1)=O)=O 3-((3-((7-(piperidin-1-yl)heptyl)amino)phenyl)amino)piperidine-2,6-dione